7-((2s,5r)-4-(1-(4-fluoro-2-(methoxymethyl)phenyl)ethyl)-2,5-dimethylpiperazin-1-yl)-4-methyl-2,4-dihydro-5H-pyrazolo[4,3-b]pyridin-5-one FC1=CC(=C(C=C1)C(C)N1C[C@@H](N(C[C@H]1C)C=1C=2C(N(C(C1)=O)C)=CNN2)C)COC